CC(=O)N[C@@H](CSC(=O)C(CO)O)C(=O)O The molecule is an S-substituted N-acetyl-L-cysteine that is the thioester obtained by formal condensation of the carboxy group of glyceric acid with the thiol group of N-acetyl-L-cysteine. It is a S-substituted N-acetyl-L-cysteine and a thioester. It derives from a glyceric acid.